L-aspartic acid sodium [Na].N[C@@H](CC(=O)O)C(=O)O